NC=1C2=C(N=CN1)N(C=C2)[C@@H]2C=C([C@H]1OC(O[C@H]12)(C)C)CCC1=CC=C2C=C(C(=NC2=C1)N)F 7-(2-((3aS,4R,6aR)-4-(4-Amino-7H-pyrrolo[2,3-d]pyrimidin-7-yl)-2,2-dimethyl-3a,6a-dihydro-4H-cyclopenta[d][1,3]dioxol-6-yl)ethyl)-3-fluoroquinolin-2-amine